FC(CN1N=CC(=N1)CC1CC2(CN(C2)C(=O)N2CC3(C2)CC(C3)N3N=C(N=C3)C(F)(F)F)C1)(F)F [6-[[2-(2,2,2-trifluoroethyl)triazol-4-yl]methyl]-2-azaspiro[3.3]heptan-2-yl]-[6-[3-(trifluoromethyl)-1,2,4-triazol-1-yl]-2-azaspiro[3.3]heptan-2-yl]methanone